[2-[(2-aminoethyl)amino]ethyl]piperazine tert-butyl-N-methyl-N-(2-methyl-5,6-dihydro-4H-cyclopenta[b]thiophen-5-yl)carbamate C(C)(C)(C)OC(N(C1CC2=C(SC(=C2)C)C1)C)=O.NCCNCCN1CCNCC1